allyl prop-2-ene-sulfonate C(C=C)S(=O)(=O)OCC=C